N[C@H]1C2N(CC1CC2)C(=O)C=2C=NC=1N(C2)N=C(C1C)C1=CC=2C(=NC(=CC2)Cl)N1CC1CC1 ((7R)-7-amino-2-azabicyclo[2.2.1]hept-2-yl)(2-(6-chloro-1-(cyclopropylmethyl)-1H-pyrrolo[2,3-b]pyridin-2-yl)-3-methylpyrazolo[1,5-a]pyrimidin-6-yl)methanone